C(C1=CC=CC=C1)OC=1C=C2CCCCC2=CC1 6-benzyloxy-1,2,3,4-tetrahydronaphthalen